α,α'-Dibromo-p-xylenesulfonic acid BrCC1(CC=C(C=C1)CBr)S(=O)(=O)O